1-((E)-prop-1-en-1-yl)spiro[2.4]heptan-4-one C(=C\C)/C1CC12C(CCC2)=O